FC=1C=C(C=CC1)C=1N=NN(C1)[C@@H]1C[C@@H](O[C@H]2[C@@H]1OC(OC2)C2=CC=CC=C2)C(=O)O (4aR,6R,8R,8aR)-8-(4-(3-fluorophenyl)-1H-1,2,3-triazol-1-yl)-2-phenylhexahydropyrano[3,2-d][1,3]dioxin-6-carboxylic acid